8-fluoro-7-(6-fluoro-5-methylnaphthalen-1-yl)-2-(((2R,7aS)-2-fluorotetrahydro-1H-pyrrolizin-7a(5H)-yl)methoxy)-N-methyl-N-((R)-pyrrolidin-3-yl)pyrido[4,3-d]pyrimidin-4-amine FC1=C(N=CC2=C1N=C(N=C2N([C@H]2CNCC2)C)OC[C@]21CCCN1C[C@@H](C2)F)C2=CC=CC1=C(C(=CC=C21)F)C